2-[4-(5-Amino-4-carbamoyl-1-isopropyl-pyrazol-3-yl)-2-methoxy-phenyl]acetic acid NC1=C(C(=NN1C(C)C)C1=CC(=C(C=C1)CC(=O)O)OC)C(N)=O